C1(=CC=CC=2C3=CC=CC=C3NC12)C1=C2C(C(=O)NC2=O)=CC=C1 meta-Carbazolyl-Phthalimide